NC=1C2=C(N=CN1)N(C=C2C2=CC=C(C=C2)OC2=CC=CC=C2)[C@H]2CC[C@H](CC2)N2CCN(CC2)NC(C)=O N-(4-((cis)-4-(4-amino-5-(4-phenoxyphenyl)-7H-pyrrolo[2,3-d]pyrimidin-7-yl)cyclohexyl)piperazin-1-yl)acetamide